{2-[(9R)-9-[3-(trifluoromethoxy)phenyl]-6-oxaspiro[4.5]decan-9-yl]ethyl}({[5-(trifluoromethyl)pyridin-3-yl]methyl})amine FC(OC=1C=C(C=CC1)[C@@]1(CCOC2(CCCC2)C1)CCNCC=1C=NC=C(C1)C(F)(F)F)(F)F